3-methyl-N-(8-quinolinyl)benzamide CC=1C=C(C(=O)NC=2C=CC=C3C=CC=NC23)C=CC1